(R)-3-(3-(2-((((9H-fluoren-9-yl)methoxy)carbonyl)amino)-2-carboxyethyl)pyridin-1-ium-1-yl)propane-1-sulfonate C1=CC=CC=2C3=CC=CC=C3C(C12)COC(=O)N[C@H](CC=1C=[N+](C=CC1)CCCS(=O)(=O)[O-])C(=O)O